6-(3-Aminophenyl)-5,7-dimethyl-2-(pyridin-2-yl)-2,6-dihydro-1H-pyrrolo[3,4-d]pyridazin-1-one NC=1C=C(C=CC1)N1C(=C2C(N(N=CC2=C1C)C1=NC=CC=C1)=O)C